[Li+].C(C=C)(=O)[O-] acrylic acid lithium salt